BrC1=C2N=CC(=NC2=CC(=C1)C)C(OC)(F)F 5-bromo-2-(difluoro(methoxy)methyl)-7-methylquinoxaline